FC1=C(O[C@H](CN2N=NN=C2)C)C=C(C=C1)C1=NC=2N(C=C1)N=C(C2)C 1-[(2S)-2-(2-fluoro-5-{2-methylpyrazolo[1,5-a]pyrimidin-5-yl}phenoxy)propyl]-1H-tetrazole